tert-butyl 4-(2-chloropyrimidin-4-yl)-2-methylbenzylcarbamate ClC1=NC=CC(=N1)C1=CC(=C(CNC(OC(C)(C)C)=O)C=C1)C